OC1=C(C=C2C(=C(C(OC2=C1C=O)=O)CC(=O)N1C[C@@H](OCC1)C)C)OC (S)-7-hydroxy-6-methoxy-4-methyl-3-(2-(2-methylmorpholino)-2-oxoethyl)-2-oxo-2H-chromen-8-carbaldehyde